ClC=1C=CC=C2[C@H](CCOC12)NC(=O)NC1=NN(C=C1)C1CCN(CC1)CCO 1-[(4S)-8-chlorochroman-4-yl]-3-[1-[1-(2-hydroxyethyl)-4-piperidyl]pyrazol-3-yl]urea